[(3R)-4-[2-(hydroxymethyl)benzoyl]thiomorpholin-3-yl]methoxylbenzaldehyde OCC1=C(C(=O)N2[C@@H](CSCC2)COC2=C(C=O)C=CC=C2)C=CC=C1